C(C1=CC=CC=C1)(=O)ON=C(C(=O)C=1C=CC=2N(C3=CC=C(C=C3C2C1)C(C1=C(C=CC=C1)C)=O)CC)CC1CCCC1 N-benzoyloxy-1-[9-ethyl-6-(2-methylbenzoyl)-9H-carbazole-3-yl]-3-Cyclopentylpropane-1-on-2-imine